S1NC(C=C1)=O 2H-isothiazol-3-one